bromoimidazo[1,2-a]pyridine-6-carboxylic acid methyl ester COC(=O)C=1C=CC=2N(C1)C=C(N2)Br